CNC=1SC2=C(N1)C=C(C=C2)C=2CCC(CN2)C N-methyl-5-(3-methyl-2,3,4,5-tetrahydropyridin-6-yl)-1,3-benzothiazol-2-amine